NC=1SC2=C(N1)C(=CC=C2F)C2=C(C=C1C(=NC(=NC1=C2F)OCC21CCCN1CCC2)N([C@H]2C[C@H](C21CCCC1)O)C)C(F)(F)F (1R,3S)-3-(((S)-7-(2-amino-7-fluorobenzo[d]thiazol-4-yl)-8-fluoro-2-((tetrahydro-1H-pyrrolizin-7a(5H)-yl)methoxy)-6-(trifluoromethyl)quinazolin-4-yl)(methyl)amino)spiro[3.4]octan-1-ol